[1-[1-[5-cyano-6-[(2,2-difluoro-1,3-benzodioxol-5-yl)methoxy]-2-(difluoromethyl)pyridine-3-carbonyl]-4-piperidinyl]-1-methyl-ethyl]methanesulfonamide Ethyl-3-ferrocenyl-propanoate C(C)OC(CC[C-]1C=CC=C1)=O.[CH-]1C=CC=C1.[Fe+2].C(#N)C=1C=C(C(=NC1OCC1=CC2=C(OC(O2)(F)F)C=C1)C(F)F)C(=O)N1CCC(CC1)C(C)(C)CS(=O)(=O)N